dodecafluorodecylsulfonate FC(C(C(C(C(F)(F)S(=O)(=O)[O-])(F)F)(F)F)(F)F)CCCCC(F)(F)F